4-ethyl-5-{3-methyl-7-[5-(morpholine-4-carbonyl)-pyridin-2-ylamino]-3H-imidazo[4,5-b]pyridin-5-yloxy}-pyridine-2-carbonitrile C(C)C1=CC(=NC=C1OC1=CC(=C2C(=N1)N(C=N2)C)NC2=NC=C(C=C2)C(=O)N2CCOCC2)C#N